C(C)OC(C(C=1C=NC(=CC1)C=1C=NN(C1)C)O)=O 2-Hydroxy-2-(6-(1-methyl-1H-pyrazol-4-yl)pyridin-3-yl)acetic acid ethyl ester